1-benzyl-7-(3,5-dimethylisoxazol-4-yl)quinoxalin-2(1H)-one C(C1=CC=CC=C1)N1C(C=NC2=CC=C(C=C12)C=1C(=NOC1C)C)=O